4-(4-fluoro-1-(pyrazolo[1,5-a]pyrimidin-7-yl)piperidine-4-carbonyl)-2,3,4,5-tetrahydropyrido[3,4-f][1,4]oxazepine-9-carbonitrile FC1(CCN(CC1)C1=CC=NC=2N1N=CC2)C(=O)N2CCOC1=C(C2)C=NC=C1C#N